COCCOCCOCCOCCOCCOCCOCCS 2,5,8,11,14,17,20-Heptaoxadocosane-22-thiol